7-(2,6-difluoro-3,5-dimethoxyphenyl)-3-(4-nitro-1H-pyrazol-5-yl)-1,4,5,6,7,8-hexahydrocyclohepta[c]pyrazole FC1=C(C(=C(C=C1OC)OC)F)C1CCCC2=C(NN=C2C2=C(C=NN2)[N+](=O)[O-])C1